4-[2-[[5-(1-methylpyrazol-4-yl)imidazo[2,1-b][1,3,4]thiadiazol-2-yl]amino]ethyl]benzenesulfonamide CN1N=CC(=C1)C1=CN=C2SC(=NN21)NCCC2=CC=C(C=C2)S(=O)(=O)N